C1(CCC1)NC(CN1N=C(C=CC1=O)C=1C=NC(=NC1)OCC(C)C)=O N-cyclobutyl-2-[3-[2-(2-methylpropoxy)pyrimidin-5-yl]-6-oxopyridazin-1-yl]acetamide